COC1=CC=C(C=C1)N1N=C(C(=C1)B(O)O)C [1-(4-methoxyphenyl)-3-methyl-pyrazol-4-yl]boronic acid